(R)-1-(5-chloro-2-ethoxybenzyl)piperidin-3-amine disuccinate C(CCC(=O)O)(=O)O.C(CCC(=O)O)(=O)O.ClC=1C=CC(=C(CN2C[C@@H](CCC2)N)C1)OCC